ethyl 8-(morpholin-4-yl)-2-(trifluoromethyl)imidazo[1,2-b]pyridazine-7-carboxylate N1(CCOCC1)C=1C=2N(N=CC1C(=O)OCC)C=C(N2)C(F)(F)F